ClC1=CC(=C2C(=N1)N(C(=N2)C)COCC[Si](C)(C)C)NC2=C(C=CC=C2)SC 5-chloro-2-methyl-N-(2-(methylthio)phenyl)-3-((2-(trimethylsilyl)ethoxy)-methyl)-3H-imidazo[4,5-b]pyridin-7-amine